N-(8-(4,4-difluoropiperidin-1-yl)-2-methoxy-1,7-naphthyridin-6-yl)-4-iodo-2-(6-azaspiro[2.5]oct-6-yl)benzamide FC1(CCN(CC1)C=1N=C(C=C2C=CC(=NC12)OC)NC(C1=C(C=C(C=C1)I)N1CCC2(CC2)CC1)=O)F